(R)-N-(8'-(azetidin-1-yl)-4'H-spiro[cyclopropane-1,5'-naphtho[2,1-d]isoxazol]-3'-yl)-2,6-dimethoxy-4-(3-methylmorpholine-4-carbonyl)benzenesulfonamide N1(CCC1)C1=CC=C2C3(CC=4C(=NOC4C2=C1)NS(=O)(=O)C1=C(C=C(C=C1OC)C(=O)N1[C@@H](COCC1)C)OC)CC3